CC1=CC(=NN1)C1(NC(=NC2=CC=CC=C12)NC1=CC=C(C=C1)F)N 4-(5-methyl-1H-pyrazol-3-yl)-N2-(4-fluorophenyl)quinazoline-2,4-diamine